C(CCS(=O)(=O)OCCC(C)C)S(=O)(=O)OCCC(C)C diisoamyl 1,3-propanedisulfonate